NC1=NC=NC=2N(C3=CC(=C(C=C3C21)C)OC)CC(=O)N2[C@@H]1C[C@@]1(C[C@H]2C(=O)NC2=NC(=CC=C2)Br)C (1R,3S,5R)-2-(2-(4-amino-7-methoxy-6-methyl-9H-pyrimido[4,5-b]indol-9-yl)acetyl)-N-(6-bromopyridin-2-yl)-5-methyl-2-azabicyclo[3.1.0]hexane-3-carboxamide